ClC=1C=C(C=CC1F)C(=O)C1=NNC(=C1)C(F)(F)F (3-chloro-4-fluorophenyl)(5-(trifluoromethyl)-1H-pyrazol-3-yl)methanone